5,6-dichloro-1-(1-(cyclopropylmethyl)piperidin-4-yl)-3-(2-morpholinoethyl)-1,3-dihydro-2H-benzo[d]imidazol-2-one ClC1=CC2=C(N(C(N2CCN2CCOCC2)=O)C2CCN(CC2)CC2CC2)C=C1Cl